ClC1=CN(C(=C1Cl)O)CC1=C(C=CC=C1)OC 3,4-dichloro-5-hydroxy-1-(2-methoxybenzyl)-1H-pyrrol